O[C@@H]1C[C@H](N(C1)C(C(C(C)C)C1=CC(=NO1)CCCOCCOCCO)=O)C(=O)NCC1=CC=C(C=C1)C1=C(N=CS1)C (2S,4R)-4-hydroxy-1-[2-(3-[3-[2-(2-hydroxyethoxy)ethoxy]propyl]-1,2-oxazol-5-yl)-3-methylbutyryl]-N-[[4-(4-methyl-1,3-thiazol-5-yl)phenyl]methyl]pyrrolidine-2-carboxamide